ON1C(C2(CN(CC2)C(=O)OC(C)(C)C)C2=C3C(=NC=C21)N(C=C3)S(=O)(=O)C3=CC=CC=C3)=O tert-Butyl 6-hydroxy-7-oxo-3-(phenylsulfonyl)-6,7-dihydro-3H-spiro[dipyrrolo[2,3-b:3',2'-d]pyridine-8,3'-pyrrolidine]-1'-carboxylate